FC1=CC(=C(C=C1)C1=NC(=NO1)C1=C(C=C(C=C1)C=1N(C=C(N1)C(F)(F)F)C)C)C=1C=NN(C1)C 5-(4-fluoro-2-(1-methyl-1H-pyrazol-4-yl)phenyl)-3-(2-methyl-4-(1-methyl-4-(trifluoromethyl)-1H-imidazol-2-yl)phenyl)-1,2,4-oxadiazole